ClC=1C=C2CN(CC2=CC1C(F)(F)F)C([C@@H](C[C@@]1(C(NC(N1)=O)=O)C1CC1)CO)=O (S)-5-((S)-3-(5-chloro-6-(trifluoromethyl)isoindolin-2-yl)-2-(hydroxymethyl)-3-oxopropyl)-5-cyclopropylimidazole-2,4-dione